N-(2,2-difluoroethyl)-4-((5-(1,6-dimethyl-1H-pyrazolo[3,4-b]pyridin-4-yl)-3-methyl-4,5,6,7-tetrahydro-1H-pyrazolo[4,3-c]pyridin-1-yl)methyl)bicyclo[2.2.2]octan-1-amine FC(CNC12CCC(CC1)(CC2)CN2N=C(C=1CN(CCC12)C1=C2C(=NC(=C1)C)N(N=C2)C)C)F